7-[(2S,3S,4R,5R)-4-Benzyloxy-5-(benzyloxymethyl)-3-fluoro-tetrahydrofuran-2-yl]-4-chloro-5-methyl-pyrrolo[3,2-d]pyrimidine C(C1=CC=CC=C1)O[C@H]1[C@H]([C@@H](O[C@@H]1COCC1=CC=CC=C1)C1=CN(C2=C1N=CN=C2Cl)C)F